Cl.ClC=1C=C(CNC2=NN=C(C3=CC=C(C=C23)C#N)N2CCC(CC2)O)C=CC1OC 4-(3-chloro-4-methoxybenzyl)amino-1-(4-hydroxypiperidino)-6-phthalazinecarbonitrile monohydrochloride